(Z)-2-(2,6-dioxopiperidin-3-yl)-5-(4-(2-(1-(2-(4-(1-(4-hydroxyphenyl)-2-phenylbut-1-en-1-yl)phenoxy)ethyl)azetidin-3-yl)ethyl)piperazin-1-yl)isoindoline-1,3-dione O=C1NC(CCC1N1C(C2=CC=C(C=C2C1=O)N1CCN(CC1)CCC1CN(C1)CCOC1=CC=C(C=C1)\C(=C(\CC)/C1=CC=CC=C1)\C1=CC=C(C=C1)O)=O)=O